[Rh](Cl)(Cl)Cl rhodium(III) trichloride